C(=O)O.ClC=1C=C(C=CC1C(=O)N1CCN(CC1)C(C[C@H]1NCCC1)=O)NC(=O)C=1N(C(=CN1)C1=CC(=C(C=C1)OC(F)F)F)C N-[3-chloro-4-[4-[2-[(2S)-pyrrolidin-2-yl]acetyl]piperazine-1-carbonyl]phenyl]-5-[4-(difluoromethoxy)-3-fluoro-phenyl]-1-methyl-imidazole-2-carboxamide formate